BrC1=CC=C(C=C1)C1OCCC1 2-(4-bromophenyl)tetrahydrofuran